C(#CCC)C1=CC=C(C=C1)C1=N[C@@H](C=2N(C3=C1C(=C(S3)C)C)C(=NN2)C)CC(=O)OC(C)(C)C tert-butyl (R)-2-(4-(4-(but-1-yn-1-yl)phenyl)-2,3,9-trimethyl-6H-thieno[3,2-f][1,2,4]triazolo[4,3-a][1,4]diazepin-6-yl)acetate